ClC1=C(C=CC=C1Cl)N1CCN(C2(CC2)C1)C(=O)OC(C)(C)C tert-butyl 7-(2,3-dichlorophenyl)-4,7-diazaspiro[2.5]octane-4-carboxylate